NC1=NC=CC(=C1Cl)OC1=C(C=C(C=C1)NC1=NC=CC=C1C(=O)NC1=CC=C(C=C1)F)F 2-[(4-[(2-amino-3-chloropyridin-4-yl)oxy]-3-fluorophenyl)amino]-N-(4-fluorophenyl)pyridine-3-carboxamide